diethyl 2-methylenemalonate C=C(C(=O)OCC)C(=O)OCC